NCCCOCC(F)(F)C1=C(C=CC=C1)C=1N=C(SC1)N 4-[2-[2-(3-aminopropoxy)-1,1-difluoro-ethyl]phenyl]thiazol-2-amine